3-ethoxy-4-(3-methyl-4-methanesulfonyl-phenyl)-1H-pyrazolo[4,3-c]Pyridine C(C)OC1=NNC2=C1C(=NC=C2)C2=CC(=C(C=C2)S(=O)(=O)C)C